ClC1=C(OCC(=O)OC2=CC=C3C(C(=COC3=C2)C2=CC=C(C=C2)Cl)=O)C=CC(=C1)Cl 7-(2,4-dichlorophenoxyacetoxy)-4'-chloroisoflavone